(6-(4-ethynyl-2-hydroxyphenyl)-5-methylpyridazin-3-yl)-2-(isopropylamino)acetamide C(#C)C1=CC(=C(C=C1)C1=C(C=C(N=N1)C(C(=O)N)NC(C)C)C)O